N-(9-fluorenylmethoxycarbonyl)-6-aminohexyl triphosphate O(P([O-])(=O)OP(=O)([O-])OP(=O)([O-])[O-])CCCCCCNC(=O)OCC1C2=CC=CC=C2C=2C=CC=CC12